C1(CC1)C1=NNC2=CN=C(C(=C21)C2=CC=C(C=C2)S(=O)(=O)C)OC 3-cyclopropyl-5-methoxy-4-(4-methylsulfonyl-phenyl)-1H-pyrazolo[3,4-c]pyridine